C(C#CC)(=O)N[C@@H]1CN(CCC1)C1=NC(=C(C2=C1C=NN2)C(=O)N)C2=CC=C(C=C2)OC2=CC=CC=C2 (S)-4-(3-(but-2-ynamido)piperidin-1-yl)-6-(4-phenoxyphenyl)-1H-pyrazolo[4,5-c]pyridine-7-carboxamide